ClC1=CC=C(C=C1)C=1C=C(C(N(N1)C1=CC(=CC=C1)F)=O)C(=O)N[C@H]1[C@@H](CCC1)O 6-(4-chlorophenyl)-2-(3-fluorophenyl)-N-[(1R,2R)-2-hydroxycyclopentyl]-3-oxo-2,3-dihydropyridazine-4-carboxamide